5-chloro-N-[4-(4-{[(4R)-3,3-difluoro-1-methylpiperidin-4-yl]oxy}-3-methyl-1H-pyrazolo[3,4-d]pyrimidin-6-yl)phenyl]-2-fluorobenzenesulfonamide ClC=1C=CC(=C(C1)S(=O)(=O)NC1=CC=C(C=C1)C1=NC(=C2C(=N1)NN=C2C)O[C@H]2C(CN(CC2)C)(F)F)F